C1(CCCC1)N1C(NC2=NC=CC(=C21)OC2=C(C=C(C=C2)C2=NN(C(=C2C(=O)N)C(F)(F)F)C2=CC=CC=C2)F)=O (4-((1-cyclopentyl-2-keto-2,3-dihydro-1H-imidazo[4,5-b]pyridin-7-yl)oxy)-3-fluorophenyl)-1-phenyl-5-(trifluoromethyl)-1H-pyrazole-4-carboxamide